ClC1=C(C(=CC=2CN3[C@@H](COC21)CN(CC3)C(C=C)=O)F)C=3C(=CC=C2C=CNC(C32)=O)C 8-[(12AR)-10-chloro-8-fluoro-2-(prop-2-enoyl)-1,2,3,4,12,12a-hexahydro-6H-pyrazino[2,1-c][1,4]benzooxazepin-9-yl]-7-methylisoquinolin-1(2H)-one